7-(4-bromo-3-chloro-benzoyl)-2-(4-methoxyphenyl)-3-oxo-N-[rac-(1S)-2,2-difluoro-1-phenyl-ethyl]-6,8-dihydro-5H-imidazo[1,5-a]pyrazine-1-carboxamide BrC1=C(C=C(C(=O)N2CC=3N(CC2)C(N(C3C(=O)N[C@H](C(F)F)C3=CC=CC=C3)C3=CC=C(C=C3)OC)=O)C=C1)Cl |r|